N-(5-(2-((1S,4R)-2-azabicyclo[2.2.1]heptan-2-yl)acetamido)-2-methylpyridin-3-yl)-6-(1-(tetrahydro-2H-pyran-4-yl)-1H-pyrazol-4-yl)pyrazolo[1,5-a]pyrazine-3-carboxamide [C@H]12N(C[C@H](CC1)C2)CC(=O)NC=2C=C(C(=NC2)C)NC(=O)C=2C=NN1C2C=NC(=C1)C=1C=NN(C1)C1CCOCC1